(S)-8-bromo-2-((2-hydroxypropyl)amino)-3-((1-methyl-1H-pyrazol-4-yl)methyl)-N-(1-methylcyclopropyl)-4-oxo-3,4-dihydroquinazoline-6-sulfonamide BrC=1C=C(C=C2C(N(C(=NC12)NC[C@H](C)O)CC=1C=NN(C1)C)=O)S(=O)(=O)NC1(CC1)C